N-[5-(2,6-difluoro-4-methoxyphenyl)-1-methyl-3-oxo-2-phenyl-2,3-dihydro-1H-pyrazol-4-yl]-4-(trifluoromethyl)benzamide FC1=C(C(=CC(=C1)OC)F)C1=C(C(N(N1C)C1=CC=CC=C1)=O)NC(C1=CC=C(C=C1)C(F)(F)F)=O